COC1=CC=C2C(=CNC2=C1)CC(=O)N1CC2C(C(C1)C(=O)OCC)CN(C2)C(=O)OC(C)(C)C 2-(tert-butyl) 7-ethyl 5-(2-(6-methoxy-1H-indol-3-yl)acetyl)octahydro-2H-pyrrolo[3,4-c]pyridine-2,7-dicarboxylate